2-[2,6-bis(benzyloxy)-3-pyridyl]-4,4,5,5-tetramethyl-1,3,2-dioxaborolane C(C1=CC=CC=C1)OC1=NC(=CC=C1B1OC(C(O1)(C)C)(C)C)OCC1=CC=CC=C1